1-Pentyl-4-butylpiperidinium cyanide [C-]#N.C(CCCC)[NH+]1CCC(CC1)CCCC